tert-butyl 4-[7-[tert-butyl(diphenyl)silyl]oxyindazol-1-yl]piperidine-1-carboxylate [Si](C1=CC=CC=C1)(C1=CC=CC=C1)(C(C)(C)C)OC=1C=CC=C2C=NN(C12)C1CCN(CC1)C(=O)OC(C)(C)C